6H-pyrimido[5,4-b][1,4]Oxazin-7(8H)-one N1=CN=CC=2OCC(NC21)=O